OC[C@H](C1=CC=CC=C1)NC1=NC(=NC=C1C=1OC(=NN1)C(F)(F)F)NC1=CC(=C(C(=O)N)C=C1)C 4-[[4-[[(1S)-2-hydroxy-1-phenyl-ethyl]amino]-5-[5-(trifluoromethyl)-1,3,4-oxadiazol-2-yl]pyrimidin-2-yl]amino]-2-methyl-benzamide